3-(4-chloro-3-morpholinomethylphenyl)-5,7-dihydroxy-2-methyl-4H-benzopyran-4-one ClC1=C(C=C(C=C1)C1=C(OC2=C(C1=O)C(=CC(=C2)O)O)C)CN2CCOCC2